1-methyl-2-oxaadamantane CC12OC3CC(CC(C1)C3)C2